C(C)O[Si](C)(OCC)OC(NC)=O Diethoxy(methyl)silyl-methylcarbamat